2-(2-fluoro-4-(2-phenyl-2,3-dihydrobenzofuran-7-yl)benzyl)-1-(2-methoxyethyl)-1H-benzo[d]imidazole-6-carboxylic acid FC1=C(CC2=NC3=C(N2CCOC)C=C(C=C3)C(=O)O)C=CC(=C1)C1=CC=CC=3CC(OC31)C3=CC=CC=C3